OC1=C(C=CC(=C1)O)C(\C=C\C1=NC=CC=C1)=O (E)-1-(2,4-dihydroxyphenyl)-3-(pyridin-2-yl)prop-2-en-1-one